C(C=1C=C(C(=C(C=O)C1C)O)C)C=1C=C(C(=C(C=O)C1C)O)C 5,5'-methylenebis(2-hydroxy-3,6-dimethylbenzaldehyde)